C(C)(C)(C)OC(=O)N(CCO[Si](C)(C)C(C)(C)C)CC=1C2=C(C(=NC1)C(=O)[O-])CCC2.[Li+] lithium 4-(((tert-butoxycarbonyl)(2-((tert-butyldimethylsilyl)oxy)ethyl)amino)methyl)-6,7-dihydro-5H-cyclopenta[c]pyridine-1-carboxylate